FC1=CC=C2C(=NN=CC2=C1)C(=C)C 7-fluoro-4-(prop-1-en-2-yl)phthalazin